P(=O)(O)(O)O[C@H]1[C@H]([C@@H](O[C@@H]1CO)N1C=NC=2C(O)=NC=NC12)O inosine-3'-phosphate